ClC=1C=C(C(=C2C=C(N(C12)CCNC1=CC(=NC=N1)C1=CC=C2C(NNC2=C1)=O)C)OC)F 6-{6-[2-(7-Chloro-5-fluoro-4-methoxy-2-methyl-indol-1-yl)-ethylamino]-pyrimidin-4-yl}-1,2-dihydro-indazol-3-on